CN1N=CC(=C1)C=1C=C2C=C(N=CC2=CC1)NC(C1=CN=CC(=C1)OC1CCNCC1)=O N-(6-(1-Methyl-1H-pyrazol-4-yl)isoquinolin-3-yl)-5-(piperidin-4-yloxy)Nicotinamide